C(CCC)(=O)C1=CC=CC=C1 Butyrophenon